Cl.Cl.N[C@H](CN1C(CCC(C1)(F)F)=O)CC(=O)N1CCC(CC1)=C1C2=C(CCC=3C1=NC=CC3)C=C(C=C2)Cl (S)-1-(2-amino-4-(4-(8-chloro-5,6-dihydro-11H-benzo[5,6]cyclohepta[1,2-b]pyridin-11-ylidene)piperidin-1-yl)-4-oxobutyl)-5,5-difluoropiperidin-2-one dihydrochloride